1,3-dichloro-1,3-dibutyl-1,3-disilacyclohexane Cl[Si]1(C[Si](CCC1)(CCCC)Cl)CCCC